FC(C1=CC=C(C=C1)C=1COC2(C1)CN(CC2)C(C=C)=O)(F)F 1-(3-(4-(trifluoromethyl)phenyl)-1-oxa-7-azaspiro[4.4]non-3-en-7-yl)prop-2-en-1-one